5-Chloro-3-methyl-2-(4,4,5,5-tetramethyl-1,3,2-dioxaborolan-2-yl)phenol ClC=1C=C(C(=C(C1)O)B1OC(C(O1)(C)C)(C)C)C